C(C=C)C1=CC2=C(N(C(N2C)=O)C2C(NC(CC2)=O)=O)C=C1 3-(5-Allyl-3-methyl-2-oxo-2,3-dihydro-1H-benzo[d]imidazol-1-yl)piperidine-2,6-dione